COC1=C2C=C3C(=C4C=CC(=CC4=CC3=CC2=CC=C1)C(=O)N[C@H](C)C1=NC=CC=C1)C1=CC=C(C=C1)C(F)(F)F (R)-7-methoxy-N-(1-(pyridin-2-yl)ethyl)-5-(4-(trifluoromethyl)phenyl)-2-naphthacenecarboxamide